C(C)(C)(C)N(C(=O)O[C@@H]1[C@H](NCCC1)CCCN1C=NC2=C1C=CC(=C2C)F)CCCC[C@@H](C=2OC(=NN2)C)N (2R,3S)-2-(3-(5-fluoro-4-methyl-1H-benzo[d]imidazol-1-yl)propyl)piperidin-3-ol Tert-butyl-(S)-(5-amino-5-(5-methyl-1,3,4-oxadiazol-2-yl)pentyl)carbamate